BrC1=NN(C(=N1)C=1N=C2N(C=CC(=N2)C(=O)OC)C1)CC1=CC=C(C=C1)OC methyl 2-(3-bromo-1-(4-methoxybenzyl)-1H-1,2,4-triazol-5-yl)imidazo[1,2-a]pyrimidine-7-carboxylate